2-chloro-1-[4-(hydroxymethyl)-1-piperidinyl]ethanone ClCC(=O)N1CCC(CC1)CO